FC(C1=CC=C(C=2N1C=NN2)C(=O)N)(F)F 5-(trifluoromethyl)-[1,2,4]triazolo[4,3-a]pyridine-8-carboxamide